diethyl (4-amino-2-fluorophenylsulfonyl)methylphosphonate NC1=CC(=C(C=C1)S(=O)(=O)CP(OCC)(OCC)=O)F